COC=1C=C(C=C(C1)COC1=CC=CC=C1)CO (3-methoxy-5-(phenoxymethyl)phenyl)methanol